(S)-4-fluoro-2,2-dimethyl-piperidine-1,4-dicarboxylate F[C@@]1(CC(N(CC1)C(=O)[O-])(C)C)C(=O)[O-]